(4-(2-methoxyethoxy)-2-(thiazol-5-yl)quinolin-6-yl)bicyclo[1.1.1]pentane-1-carboxamide COCCOC1=CC(=NC2=CC=C(C=C12)C1C2(CC1C2)C(=O)N)C2=CN=CS2